ClC1=C(C(=O)N[C@@H](CC2=COC3C(OCC3)=C2)C(=O)O)C=C(C=C1)Cl (S)-N-(2,5-dichlorobenzoyl)-3-(2,3-dihydro-1,4-benzodioxol-6-yl)alanine